N(=O)SC([C@H](NC(C)=O)C(=O)O)(C)C |r| (±)-S-Nitroso-N-acetylpenicillamine